2-Hydroperoxy-2,4-dimethylpentan-3-one O(O)C(C)(C(C(C)C)=O)C